benzoxazole boronate hydrochloride Cl.B(O)O.O1C=NC2=C1C=CC=C2